Pentaerythritol-Tetrakis[3-(3,5-di-tert-butyl 4-hydroxyphenyl)propionat] C(C)(C)(C)C=1C=C(C=C(C1O)C(C)(C)C)CCC(=O)OCC(COC(CCC1=CC(=C(C(=C1)C(C)(C)C)O)C(C)(C)C)=O)(COC(CCC1=CC(=C(C(=C1)C(C)(C)C)O)C(C)(C)C)=O)COC(CCC1=CC(=C(C(=C1)C(C)(C)C)O)C(C)(C)C)=O